C(C1=CC=CC=C1)OC(CCOCNC(CNC(OCC1C2=CC=CC=C2C=2C=CC=CC12)=O)=O)=O 1-(9H-fluoren-9-yl)-3,6-dioxo-2,9-dioxa-4,7-diazadodecane-12-oic acid benzyl ester